C(C)OC(C(=O)O)N(CC(=O)O)CC(=O)O ethoxynitrilotriacetic acid